5-ethyl-2-[5-[4-(2-hydroxyethyl)piperazin-1-yl]sulfonyl-2-propoxyphenyl]-7-propyl-3H-pyrrolo[3,2-d]pyrimidin-4-one C(C)N1C=C(C=2N=C(NC(C21)=O)C2=C(C=CC(=C2)S(=O)(=O)N2CCN(CC2)CCO)OCCC)CCC